O1C(CCC1)CNC(=O)N 1-(tetrahydrofuran-2-ylmethyl)urea